OC1(CCN(CC1)C(C[C@@H](C)C1=CC=CC=C1)=O)CN1C=NC(=CC1=O)C1=C(C=CC=C1)CO (R)-3-((4-hydroxy-1-(3-phenylbutyryl)piperidin-4-yl)methyl)-6-(2-(hydroxymethyl)phenyl)pyrimidin-4(3H)-one